NCC1=CC=C(C=C1)NC(=O)C1=CC2=C(OCCC=3C2=CSC3)C=C1C=1C(=NC(=CC1)C(NCCC)=O)C(=O)O 3-(9-((4-(aminomethyl)phenyl)carbamoyl)-4,5-dihydrobenzo[b]thieno[3,4-d]oxepin-8-yl)-6-(propylcarbamoyl)picolinic acid